C(CCCCCCCCCCCCCCCCCCCCC)OCCCCCCCCCCCCCCCCCCCC n-eicosyl docosyl ether